O1C=C(C=C1)C=1N=C(C2=C(N1)SC(=C2)C)NCCCC2=CC=C(C=C2)C=2OC(=CC2)C 2-(furan-3-yl)-6-methyl-N-(3-[4-(5-methylfuran-2-yl)phenyl]propyl)thieno[2,3-d]pyrimidin-4-amine